FC=1C(=C(C=CC1F)[C@@H]1[C@@H](O[C@]([C@@H]1C)(C(F)(F)F)C)C(=O)NC1=CC(=NC(=C1)F)C(=O)N)OC 4-[[(2R,3R,4R,5R)-3-(3,4-Difluoro-2-methoxy-phenyl)-4,5-dimethyl-5-(trifluoromethyl)tetrahydrofuran-2-carbonyl]amino]-6-fluoro-pyridin-2-carboxamid